ClC=1C=C(C=CC1C#N)CNC(C)=O N-[(3-chloro-4-cyanophenyl)-methyl]acetamid